ClC=1C(=CC(=C(C1)S(=O)(=O)NC=1SC=CN1)F)N[C@@H](CC)C1=C(C=CC=C1)C (S)-5-chloro-2-fluoro-N-(thiazol-2-yl)-4-(1-o-tolylpropylamino)benzenesulfonamide